C(C)(C)(C)[Sn](N(C)C)(N(C)C)C(C)(C)C Bis(tert-butyl)bis(dimethylamino)tin